(3R,5R)-1-{2-[1-(cyclopropylmethyl)-6-(5-methanesulfonylpyridin-2-yl)-1H-pyrrolo[2,3-b]pyridin-2-yl]-7-methoxy-1-methyl-1H-1,3-benzodiazole-5-carbonyl}-5-fluoropiperidin-3-amine C1(CC1)CN1C(=CC=2C1=NC(=CC2)C2=NC=C(C=C2)S(=O)(=O)C)C2=NC1=C(N2C)C(=CC(=C1)C(=O)N1C[C@@H](C[C@H](C1)F)N)OC